Cl.N[C@@H]1[C@@H](CN(CC1)C1=NC=C(C=C1)C=1C=2N(C=C(C1)OCCF)N=C1C2C=NN1)O (3R,4S)-4-amino-1-(5-(6-(2-fluoroethoxy)-1H-pyrazolo[3',4':3,4]pyrazolo[1,5-a]pyridin-4-yl)pyridin-2-yl)-3-hydroxypiperidine hydrochloride